COC1=CC=C(C=C1)C1(C=CC2=C(O1)C=1C=C(C=CC1C1=C2C(C2=CC(=CC=C21)OC)(C)C)OC)C2=CC=C(C=C2)N(C)C 3-(4-methoxyphenyl)-3-(4-dimethylaminophenyl)-6,11-dimethoxy-13,13-dimethyl-3H,13H-indeno[2',3':3,4]naphtho[1,2-b]pyran